ClC1=C(C=CC=C1)N1C(=NN=C1C1=NC=NC=C1)C1CC(C1)NC(=O)C1=NC=C(C=C1)OCC N-((1R,3r)-3-(4-(2-chlorophenyl)-5-(pyrimidin-4-yl)-4H-1,2,4-triazol-3-yl)cyclobutyl)-5-ethoxypyridineamide